2-(5-((2,4-Dimethoxybenzyl)amino)-2-morpholino-6-oxopyrimidin-1(6H)-yl)-N-((1-(phenylsulfonyl)-1H-pyrrolo[3,2-c]pyridine-2-yl)methyl)acetamide COC1=C(CNC2=CN=C(N(C2=O)CC(=O)NCC2=CC=3C=NC=CC3N2S(=O)(=O)C2=CC=CC=C2)N2CCOCC2)C=CC(=C1)OC